(R)-6-(4-((5-fluoro-2-methoxybenzoylamino)methyl)phenyl)-4-(3-hydroxypyrrolidin-1-yl)-1H-indazole-7-carboxamide FC=1C=CC(=C(C(=O)NCC2=CC=C(C=C2)C2=CC(=C3C=NNC3=C2C(=O)N)N2C[C@@H](CC2)O)C1)OC